(4-(4-((3-(1-(2,2-difluoroethyl)-3-(difluoromethyl)-1H-pyrazol-4-yl)imidazo[1,2-a]pyrazin-8-yl)amino)-2-ethylbenzoyl)piperazin-1-yl)(piperidin-4-yl)methanone FC(CN1N=C(C(=C1)C1=CN=C2N1C=CN=C2NC2=CC(=C(C(=O)N1CCN(CC1)C(=O)C1CCNCC1)C=C2)CC)C(F)F)F